C(C)(C)(C)OC(=O)[C@@H]1CCCC=2N1C(N(N2)CC2=NC=C(C=C2F)F)=O.NCCNCCC[Si](OCC)(OCC)OCC 3-(2-aminoethyl)aminopropyltriethoxysilane tert-Butyl-(5S)-2-[(3,5-difluoropyridin-2-yl)methyl]-3-oxo-2,3,5,6,7,8-hexahydro[1,2,4]triazolo[4,3-a]pyridine-5-carboxylate